N[C@@H](C(=O)O)CNC(=O)C=1C=C(C=C(C1)F)C1=C(C=CC(=C1)F)OC (R)-2-amino-3-(5,5'-difluoro-2'-methoxy-[1,1'-biphenyl]-3-carboxamido)propanoic acid